CC1(C2=CC=CC=C2C=2C=CC(=CC12)NC1=CC=2C(C3=CC=CC=C3C2C=C1)(C)C)C N-(9,9-dimethyl-9H-fluorene-2-yl)-9,9-dimethyl-9H-fluoren-2-amine